di-n-propyl-di-n-butoxysilane C(CC)[Si](OCCCC)(OCCCC)CCC